CC1(CN(C1)C1=NC(=CC2=C1N=C(N=C2)NC2=C(C=C(C=C2)C2=NN=NN2C)OC)C)C 8-(3,3-dimethylazetidin-1-yl)-N-(2-methoxy-4-(1-methyl-1H-tetrazol-5-yl)phenyl)-6-methylpyrido[3,4-d]pyrimidin-2-amine